cumyl dibutyl phosphate P(=O)(OC(C)(C)C1=CC=CC=C1)(OCCCC)OCCCC